(1R,5R)-N-(7-ethoxy-4-(3-(4-fluorophenyl)-1-methyl-1H-pyrazol-4-yl)pyrido[3,2-d]pyrimidin-6-yl)-3-methyl-3-azabicyclo[3.1.0]hexane-1-carboxamide C(C)OC1=CC=2N=CN=C(C2N=C1NC(=O)[C@]12CN(C[C@@H]2C1)C)C=1C(=NN(C1)C)C1=CC=C(C=C1)F